FC1=C(C=C(C=C1C(F)(F)F)O)B(O)O (2-fluoro-5-hydroxy-3-(trifluoromethyl)phenyl)boronic acid